O=C1NC(CCC1N1C(N(C2=C1C=CC=C2N2CC1N(C(C2)C1)CC1CCC(CC1)N1N=C2C=CC(=CC2=C1)NC(=O)C1=NC(=CC=C1)C(F)(F)F)C)=O)=O 2-N-[2-[4-[[3-[1-(2,6-dioxo-3-piperidyl)-3-methyl-2-oxo-benzimidazol-4-yl]-3,6-diazabicyclo[3.1.1]heptan-6-yl]methyl]cyclohexyl]indazol-5-yl]-6-(trifluoromethyl)pyridine-2-carboxamide